IC1=C(C=2N=NC=C(C2S1)N(C(OC(C)(C)C)=O)CC=1SC=CC1)C tert-butyl N-{6-iodo-7-methylthieno[3,2-c]pyridazin-4-yl}-N-(thiophen-2-ylmethyl)carbamate